(2R,4S)-N-((S)-1-(((6-amino-2-methylpyridin-3-yl)methyl)amino)-1-oxopropan-2-yl)-4-(naphthalen-1-ylmethyl)pyrrolidine-2-carboxamide di-trifluoroacetate FC(C(=O)O)(F)F.FC(C(=O)O)(F)F.NC1=CC=C(C(=N1)C)CNC([C@H](C)NC(=O)[C@@H]1NC[C@H](C1)CC1=CC=CC2=CC=CC=C12)=O